3-(1H-imidazol-1-yl)-N-(pyrrolidin-3-yl)benzamide N1(C=NC=C1)C=1C=C(C(=O)NC2CNCC2)C=CC1